tert-butyl 1-(4-((2-azaspiro[3.5]nonan-7-yl)oxy)-2-(1-methyl-1H-pyrazol-4-yl)phenyl)-1H-pyrazole-4-carboxylate C1NCC12CCC(CC2)OC2=CC(=C(C=C2)N2N=CC(=C2)C(=O)OC(C)(C)C)C=2C=NN(C2)C